Cobalt Thiocyanate [Co](SC#N)SC#N